C(C)(C)(C)C=1C2(C=3C(=NC=C(C3Cl)C3=C(C(=CC=C3)C(N(C)CC=3C=NN(C3)C3CN(CC3)C(=O)OC(C)(C)C)=O)F)N1)CCCC2 tert-butyl-5'-(3-(((1-(1-(tert-butoxycarbonyl)pyrrolidin-3-yl)-1H-pyrazol-4-yl)methyl)(methyl)carbamoyl)-2-fluorophenyl)-4'-chlorospiro[cyclopentane-1,3'-pyrrolo[2,3-b]pyridin]